C12CN(CC(N1)C2)C=2OC1=C(N2)C=C(C=C1C=1SC=CN1)C#N 2-(3,6-diazabicyclo[3.1.1]heptan-3-yl)-7-(thiazol-2-yl)benzo[d]oxazole-5-carbonitrile